ethylenebis(4,6-di-tert-amyl-phenol) C(CC1=C(C(=CC(=C1)C(C)(C)CC)C(C)(C)CC)O)C1=C(C(=CC(=C1)C(C)(C)CC)C(C)(C)CC)O